N-(3-(2-(bicyclo[1.1.1]pent-1-yl)-5-(2-chloropyrimidin-4-yl)thiazol-4-yl)-2-fluoro-phenyl)-2,6-difluorobenzenesulfonamide C12(CC(C1)C2)C=2SC(=C(N2)C=2C(=C(C=CC2)NS(=O)(=O)C2=C(C=CC=C2F)F)F)C2=NC(=NC=C2)Cl